tert-butyl-N-(((9H-fluoren-9-yl)methoxy)carbonyl)-S-(diethoxyphosphoryl)cysteine C(C)(C)(C)N([C@@H](CSP(=O)(OCC)OCC)C(=O)O)C(=O)OCC1C2=CC=CC=C2C=2C=CC=CC12